7-chloro-6-(2,6-difluorophenyl)-8-methyl-2,4-dihydro-[1,2,4]Triazolo[4,3-a][1,4]Benzodiazepine ClC1=C(C=CC2=C1C(=NCC=1N2CNN1)C1=C(C=CC=C1F)F)C